1-(tert-Butoxycarbonyl)azepane-4-carboxylic acid C(C)(C)(C)OC(=O)N1CCC(CCC1)C(=O)O